NC=1C=CC2=C(B(OC2=O)OC)C1 6-amino-1-methoxybenzo[c][1,2]oxaborole-3(1H)-one